(S)-2-(4-(3-(4,5-dichloro-1-methyl-1H-indole-2-carboxamido)tetrahydrofuran-3-yl)phenyl)acetic acid ClC1=C2C=C(N(C2=CC=C1Cl)C)C(=O)N[C@]1(COCC1)C1=CC=C(C=C1)CC(=O)O